CN1C=NCCC1 N-methyl-1,4,5,6-tetrahydropyrimidine